C1(CC1)CN1CC2=CC(=CC=C2CC1)N(C(C)C)C=1C(N(C=CC1)CCC)=O ((2-(cyclopropylmethyl)-1,2,3,4-tetrahydroisoquinolin-7-yl)(isopropyl)amino)-1-propylpyridin-2(1H)-one